C(#N)CC(=O)NC1=CC(=CC=C1)N1N=C(C(=C1)C=1C=C2CCNC(C2=CC1)=O)[N+](=O)[O-] 2-cyano-N-(3-(3-nitro-4-(1-oxo-1,2,3,4-tetrahydroisoquinolin-6-yl)-1H-pyrazol-1-yl)phenyl)acetamide